B(O)(O)O.FC(C(=O)O)C(=O)O.FC(C(=O)O)C(=O)O Bis(fluoromalonic acid) borate